methyl (R)-2-(1-(1-(2-(5-cyclopropyl-4,7-difluoro-3,3-dimethyl-2-oxoindolin-1-yl)acetamido)ethyl)cyclopropyl)acetate C1(CC1)C=1C(=C2C(C(N(C2=C(C1)F)CC(=O)N[C@H](C)C1(CC1)CC(=O)OC)=O)(C)C)F